(S)-6-amino-1-(1-(m-tolyl)ethyl)-3,4-dihydroquinolin-2(1H)-one NC=1C=C2CCC(N(C2=CC1)[C@@H](C)C=1C=C(C=CC1)C)=O